N-tert-butyl-7-chloro-1-methylpyrrolo[2,3-c]pyridine-2-carboxamide C(C)(C)(C)NC(=O)C1=CC=2C(=C(N=CC2)Cl)N1C